N1=CC=C(C=C1)C=1N=NC(=NN1)C1=CC=NC=C1 3,6-bis-(pyridin-4-yl)-1,2,4,5-tetrazine